4,4'-(perfluoropropane-2,2-diyl)bis(2-ethyl-6-(tert-pentyl)phenol) FC(C(C(F)(F)F)(C1=CC(=C(C(=C1)C(C)(C)CC)O)CC)C1=CC(=C(C(=C1)C(C)(C)CC)O)CC)(F)F